3-(Hexadecyloxy)-2,2-bis((hexadecyloxy)methyl)propyl 4-(4-methylpiperazin-1-yl)butanoate CN1CCN(CC1)CCCC(=O)OCC(COCCCCCCCCCCCCCCCC)(COCCCCCCCCCCCCCCCC)COCCCCCCCCCCCCCCCC